ClC1=C(C=C(C=C1)NC(=O)N1C2CC(CC1(C2)C(=O)O)C)[C@H]2[C@H](CC2)C#N cis-6-((4-chloro-3-(cis-2-cyanocyclobutyl)phenyl)carbamoyl)-3-methyl-6-azabicyclo[3.1.1]heptane-1-carboxylic acid